4-((1-((4,6-dimethyl-2-oxo-1,2-dihydropyridin-3-yl)methyl)-6-oxo-4-(1,1,2,2-tetrafluoroethyl)-1,6-dihydropyrimidin-5-yl)oxy)-3,5-dimethylbenzonitrile CC1=C(C(NC(=C1)C)=O)CN1C=NC(=C(C1=O)OC1=C(C=C(C#N)C=C1C)C)C(C(F)F)(F)F